methyl 3-[4-(2-hydroxyethoxy)anilino]-5-(methylamino)-6-(3-methylimidazo[4,5-c]pyridin-7-yl)pyrazine-2-carboxylate OCCOC1=CC=C(NC=2C(=NC(=C(N2)NC)C=2C3=C(C=NC2)N(C=N3)C)C(=O)OC)C=C1